FC=1C=C2C=CC=NC2=C(C1)NC(=O)C1=NC=C(N=C1)N1[C@@H](CNCC1)C (R)-N-(6-fluoroquinolin-8-yl)-5-(2-methylpiperazin-1-yl)pyrazine-2-carboxamide